5-(((1R,2R,3R,4R,Z)-7-(cyclopropylmethylene)-3-((4-fluoro-3-(trifluoromethyl)phenyl)carbamoyl)bicyclo[2.2.1]heptan-2-yl)carbamoyl)-6-methoxynicotinic acid C1(CC1)\C=C\1/[C@@H]2[C@H]([C@@H]([C@H]1CC2)C(NC2=CC(=C(C=C2)F)C(F)(F)F)=O)NC(=O)C=2C(=NC=C(C(=O)O)C2)OC